tert-butyl 2,6-dimethylpiperazine-1-carboxylate CC1N(C(CNC1)C)C(=O)OC(C)(C)C